((6-(difluoromethoxy)-2-(4''-guanidino-2,2'-dimethyl-[1,1':3',1''-terphenyl]-3-yl)benzo[d]oxazol-5-yl)methyl)-L-proline FC(OC1=CC2=C(N=C(O2)C=2C(=C(C=CC2)C2=C(C(=CC=C2)C2=CC=C(C=C2)NC(=N)N)C)C)C=C1CN1[C@@H](CCC1)C(=O)O)F